[7,8-Dichloro-6-(3-fluoro-2-pyridinyl)-4H-[1,2,4]triazolo[1,5-a][1,4]benzodiazepine-2-Yl]-(3-methoxyazetidin-1-yl)methanone ClC1=C(C=CC2=C1C(=NCC=1N2N=C(N1)C(=O)N1CC(C1)OC)C1=NC=CC=C1F)Cl